rac-6-(4-ethyl-3-(hydroxymethyl)-5-oxo-4,5-dihydro-1H-1,2,4-triazol-1-yl)-7-fluoro-4-isopropyl-2-((cis)-3-methoxycyclopentyl)isoquinolin-1(2H)-one C(C)N1C(=NN(C1=O)C=1C=C2C(=CN(C(C2=CC1F)=O)[C@@H]1C[C@@H](CC1)OC)C(C)C)CO |r|